BrCCCCCCNC(OC(C)(C)C)=O Tert-butyl (6-bromohexyl)carbamate